ClC1=CC(=C(C=C1C#N)NS(=O)(=O)C=1C=C(C(=O)O)C=CC1C1CC1)C1=NSC=C1 3-(N-(4-chloro-5-cyano-2-(isothiazol-3-yl)phenyl)sulfamoyl)-4-cyclopropylbenzoic Acid